FC1=C(C=CC(=C1)F)C(CN1N=CN=C1)=O 2',4'-difluoro-2-(1H-1,2,4-triazol-1-yl)acetophenone